3-[[(3-ethoxycarbonylphenyl)methyl-[2-(hydroxyamino)-2-oxo-ethyl]amino]methyl]benzoic acid C(C)OC(=O)C=1C=C(C=CC1)CN(CC(=O)NO)CC=1C=C(C(=O)O)C=CC1